3-(1-(3-(4-methyl-2H-1,2,3-triazol-2-yl)propyl)pyrrolidin-3-yl)-1H-indol-4-ol CC1=NN(N=C1)CCCN1CC(CC1)C1=CNC=2C=CC=C(C12)O